(4-(6,7-dimethoxy-3-methyl-4-oxo-3,4-dihydrophthalazin-1-yl)benzyl)carbamic acid tert-butyl ester C(C)(C)(C)OC(NCC1=CC=C(C=C1)C1=NN(C(C2=CC(=C(C=C12)OC)OC)=O)C)=O